N-[4-[(6,7-Dimethoxy-1,5-naphthyridin-4-yl)oxy]-3-fluoro-phenyl]-4-hydroxy-2,6-dimethyl-5-(3-thienyl)pyridine-3-carboxamide COC=1N=C2C(=CC=NC2=CC1OC)OC1=C(C=C(C=C1)NC(=O)C=1C(=NC(=C(C1O)C1=CSC=C1)C)C)F